3-bromo-4H-pyridino[1,2-a]pyrimidin-4-one BrC1=CN=C2N(C1=O)C=CC=C2